ClC1=C(N=C(C(=N1)C(=O)OC)NC1=CC=C(C=C1)N1CCOCC1)NC methyl 6-chloro-5-(methylamino)-3-(4-morpholinoanilino)pyrazine-2-carboxylate